BrC1=CC=C(C=2C=COC21)OC2COC2 7-bromo-4-(oxetan-3-yloxy)benzofuran